N-(4-chloro-2-nitrobenzyloxycarbonyl)imidazole methyl-7β-methoxymethoxyl-5β-chol-2-enoate COC(CC[C@@H](C)[C@H]1CC[C@H]2[C@@H]3[C@H](C[C@@H]4CC=CC[C@]4(C)[C@H]3CC[C@]12C)OCOC)=O.ClC1=CC(=C(COC(=O)N2C=NC=C2)C=C1)[N+](=O)[O-]